COC=1C=C(C=CC1OC)C=1NC2=CC=C(C=C2C1CC)C1=NOC(=N1)[C@H](CC=1N=CNC1)N (S)-1-(3-(2-(3,4-dimethoxyphenyl)-3-ethyl-1H-indol-5-yl)-1,2,4-oxadiazol-5-yl)-2-(1H-imidazol-4-yl)ethane-1-amine